ClC=1C(=NC(=NC1)N1CCNCCC1)NC=1C=C2C=NNC2=CC1 N-(5-chloro-2-(1,4-diazepan-1-yl)pyrimidin-4-yl)-1H-indazol-5-amine